C(C)OC(\C=C\C1=CC(=C(C=C1)F)C#N)=O.C(C)OCC1CCN(CC1)CC=1C=NC=2N(C1)N=CC2C2=CC(=NC=C2)C(F)(F)F 6-((4-(Ethoxymethyl)piperidin-1-yl)methyl)-3-(2-(trifluoromethyl)pyridin-4-yl)pyrazolo[1,5-a]pyrimidine Ethyl-(E)-3-(3-cyano-4-fluorophenyl)acrylate